ClC=1C=C(C=CC1)C1=CNC=2N=CN=C(C21)NCC2=CC=NC=C2 5-(3-chlorophenyl)-N-(pyridin-4-ylmethyl)-7H-pyrrolo[2,3-d]pyrimidin-4-amine